2-(4-(1H-pyrazol-1-yl)-2-(pyrrolidin-1-yl)pyridin-3-yl)-1H-benzo[d]imidazole N1(N=CC=C1)C1=C(C(=NC=C1)N1CCCC1)C1=NC2=C(N1)C=CC=C2